di-tert-Butyl-Phosphine C(C)(C)(C)PC(C)(C)C